N2,N4-bis((S)-3-methylbutan-2-yl)-6-(6-(trifluoromethyl)pyridin-2-yl)-1,3,5-triazine-2,4-diamine CC([C@H](C)NC1=NC(=NC(=N1)N[C@@H](C)C(C)C)C1=NC(=CC=C1)C(F)(F)F)C